(S)-N-(2-fluoro-4-((3-(2-(piperidin-3-ylamino)pyrimidin-4-yl)pyridin-2-yl)oxy)phenyl)-1-phenylmethanesulfonamide FC1=C(C=CC(=C1)OC1=NC=CC=C1C1=NC(=NC=C1)N[C@@H]1CNCCC1)NS(=O)(=O)CC1=CC=CC=C1